9-iodo-1,1-dihexoxynonane ICCCCCCCCC(OCCCCCC)OCCCCCC